((7-(5-(chlorodifluoromethyl)-1,2,4-oxadiazol-3-yl)-2-methylimidazo[1,2-a]pyridin-3-yl)imino)(isopropyl)(methyl)-λ6-sulfanone ClC(C1=NC(=NO1)C1=CC=2N(C=C1)C(=C(N2)C)N=S(=O)(C)C(C)C)(F)F